dimethylaminoethyl-[1,3]-dioxolane CN(C)CCC1OCCO1